BUTANEDIOIC ACID, CADMIUM SALT [Cd+2].C(CCC(=O)[O-])(=O)[O-]